3,5-dichloro-N-(6-(3,3-dimethylbutyl)-6-azaspiro[2.5]oct-1-yl)-N-methylbenzamide ClC=1C=C(C(=O)N(C)C2CC23CCN(CC3)CCC(C)(C)C)C=C(C1)Cl